(S)-2-Methyl-2-propanesulfinamide CC(C)(C)[S@](=O)N